FC=1C=C(C=CC1F)N1C(CCC[C@H]1C1=NC2=C(N1C=1SC=C(N1)C1=CC=C(C=C1)OC)C=CC(=C2)C=2C(=NOC2C)C)=O (S)-1-(3,4-difluorophenyl)-6-(5-(3,5-dimethylisoxazol-4-yl)-1-(4-(4-methoxyphenyl)thiazol-2-yl)-1H-benzo[d]imidazol-2-yl)piperidin-2-one